9H-fluorene-1,4,5,6,7,8-d6-3-amine C1(=CC(=C(C=2C3=C(C(=C(C(=C3CC12)[2H])[2H])[2H])[2H])[2H])N)[2H]